Decanoic acid 1-{7-[4-(4-benzo[b]thiophen-4-ylpiperazin-1-yl)butoxy]-4,4-dimethyl-2-oxo-3,4-dihydro-2H-quinolin-1-yl}-ethyl ester S1C2=C(C=C1)C(=CC=C2)N2CCN(CC2)CCCCOC2=CC=C1C(CC(N(C1=C2)C(C)OC(CCCCCCCCC)=O)=O)(C)C